CCCCCCCC/C=C\\CCCCCCCC(=O)OCCNC(=O)CCC/C=C\\C/C=C\\C/C=C\\C/C=C\\CCCCC The molecule is a fatty acid ester obtained by formal condensation of the carboxy group of oleic acid with the hydroxy group of anandamide. It is a fatty acid ester and a fatty amide. It derives from an anandamide and an oleic acid.